ClC1=C(OC2=NC=C(C(=C2)S(=O)(=O)NC2(CC(C2)O)C)O)C(=CC(=C1)N1N=C(C(NC1=O)=O)C(F)F)Cl 2-[2,6-dichloro-4-[6-(difluoromethyl)-3,5-dioxo-1,2,4-triazin-2-yl]phenoxy]-5-hydroxy-N-(3-hydroxy-1-methyl-cyclobutyl)pyridine-4-sulfonamide